(3-aminopropyl)-3,3-difluoro-N-methylcyclobutane-1-carboxamide TFA salt OC(=O)C(F)(F)F.NCCCC1(CC(C1)(F)F)C(=O)NC